CC1C(C1)C(=O)NC1=NN2C(C=C(C=C2)C=2N(N=CC2OC[C@@H]2N(CC2)C)C)=C1 2-methyl-N-[5-[2-methyl-4-[[(2R)-1-methylazetidin-2-yl]methoxy]pyrazol-3-yl]pyrazolo[1,5-a]pyridin-2-yl]cyclopropanecarboxamide